C1(CCC1)CNCC=1NC2=CC(=CC=C2C1)CN1C(C2=CN=CC(=C2C=C1)NCC12CC(C1)(C2)F)=O 2-[[2-[(cyclobutylmethylamino)methyl]-1H-indol-6-yl]methyl]-5-[(3-fluoro-1-bicyclo[1.1.1]pentanyl)methylamino]-2,7-naphthyridin-1-one